CCCCCC[C@H](CCO)O (R)-(-)-1,3-nonanediol